(3S,6S,8R,10aR)-8-methoxy-6-((S)-2-(methylamino)propanamido)-5-oxo-N-((R)-1,2,3,4-tetrahydronaphthalen-1-yl)decahydropyrrolo[1,2-a]azocine-3-carboxamide CO[C@@H]1CC[C@@H]2N(C([C@H](C1)NC([C@H](C)NC)=O)=O)[C@@H](CC2)C(=O)N[C@@H]2CCCC1=CC=CC=C21